4-amino-N-(cyclopropylmethyl)-N-(5-(trifluoromethyl)-2,3-dihydro-1H-inden-1-yl)pyrrolo[1,2-a]quinoxaline-8-carboxamide NC=1C=2N(C3=CC(=CC=C3N1)C(=O)N(C1CCC3=CC(=CC=C13)C(F)(F)F)CC1CC1)C=CC2